C[B]C(C1=CC=CC=C1)(C1=CC=CC=C1)C1=CC=CC=C1 methyltrityl-boron